C(C)(C)(C)[C@H]1OC([C@@H](N1C(=O)OCC1=CC=CC=C1)CC(CC=C)(C)C)=O Benzyl (2R,4S)-2-(tert-butyl)-4-(2,2-dimethylpent-4-en-1-yl)-5-oxooxazolidine-3-carboxylate